2-(7-chloro-1-isopropyl-3-methyl-4-oxo-1,4-dihydroquinolin-2-yl)azetidine-1-carboxylic acid tert-butyl ester C(C)(C)(C)OC(=O)N1C(CC1)C=1N(C2=CC(=CC=C2C(C1C)=O)Cl)C(C)C